C(C)(C)(C)OC(=O)N1C[C@@H](CCC1)NC=1C=2N(C(=NN1)C1=C(C=C(C=C1)C(F)(F)F)OCOC)N=C(C2)C.N[C@@H](C(=O)NC([2H])([2H])C2=CC=CC=C2)C (R)-2-amino-N-(phenylmethyl-d2)propanamide tert-butyl-(R)-3-((7-(2-(methoxymethoxy)-4-(trifluoromethyl)phenyl)-2-methylpyrazolo[1,5-d][1,2,4]triazin-4-yl)amino)piperidine-1-carboxylate